4,5,6,7-tetrahydro-5-methyl-thiazolo[5,4-c]pyridine-2-carboxylate hydrochloride Cl.CN1CC2=C(CC1)N=C(S2)C(=O)O